7-isobutyramido-N-(4-phenylthiazol-2-yl)heptanamide C(C(C)C)(=O)NCCCCCCC(=O)NC=1SC=C(N1)C1=CC=CC=C1